OC(CN1N=CC(=C1)NC=1C2=C(N=C(N1)C1=CC=C(C=C1)C=1OC=CN1)CC[S@]2=O)(C)C (R)-4-((1-(2-hydroxy-2-methylpropyl)-1H-pyrazol-4-yl)amino)-2-(4-(oxazol-2-yl)phenyl)-6,7-dihydrothieno[3,2-d]pyrimidine 5-oxide